(S)-3-(boc-amino)-5-hexynoic acid C(=O)(OC(C)(C)C)N[C@H](CC(=O)O)CC#C